(2R,3R,4R,5S)-1-(((1S,4S)-4-isopropylcyclohexyl)methyl)-2-methylpiperidine-3,4,5-triol C(C)(C)C1CCC(CC1)CN1[C@@H]([C@H]([C@@H]([C@H](C1)O)O)O)C